(S)-(4-(3-(2-(methoxymethoxy)phenyl)-5-methyl-7,8-dihydro-5H-pyrido[3',4':4,5]pyrrolo[2,3-c]pyridazin-6(9H)-yl)cyclohexyl)methanol COCOC1=C(C=CC=C1)C1=CC2=C(N=N1)NC1=C2[C@@H](N(CC1)C1CCC(CC1)CO)C